5-methyl-1,9-nonandiol CC(CCCCO)CCCCO